1-[5-[3-(trifluoromethyl)phenyl]-isoxazol-3-yl]ethanone oxime FC(C=1C=C(C=CC1)C1=CC(=NO1)C(C)=NO)(F)F